ClC1=CC(=C(C=O)C=C1)OC(F)F 4-chloro-2-(difluoromethoxy)benzaldehyde